IC=1C(=NC=CC1)C(=O)N1[C@@H](CN(CC1)C(=O)OC(C)(C)C)C(=O)OC 1-(tert-butyl) 3-methyl (S)-4-(3-iodopicolinoyl)piperazine-1,3-dicarboxylate